acryloyloxyethylphenyl hydrogenphosphate P(=O)(O)(OC1=C(C=CC=C1)CCOC(C=C)=O)[O-]